C(C)(C)OC(=O)C1=C[C@H]([C@@H](CC1)C(=C)C)C1=C(C=C(C=C1O)CCCCC)O (3R-trans)-3-(2,6-dihydroxy-4-pentylphenyl)-4-(1-methylethenyl)-1-cyclohexene-1-carboxylic acid isopropyl ester